N-(3-(2-cyclobutyl-5-(2-((2,2-dioxido-2-thiaspiro[3.3]heptan-6-yl)amino)pyrimidin-4-yl)thiazol-4-yl)-2-fluorophenyl)-2,6-difluorobenzenesulfonamide C1(CCC1)C=1SC(=C(N1)C=1C(=C(C=CC1)NS(=O)(=O)C1=C(C=CC=C1F)F)F)C1=NC(=NC=C1)NC1CC2(CS(C2)(=O)=O)C1